IC1=CC(=C(C=C1OC)CC(C)N)OC 1-(4-iodo-2,5-dimethoxyphenyl)propan-2-amine